FC1=C(C(=C2C=CNC2=C1)CO)OC1=CC(=NC=C1)C(=N)SC Methyl 4-((6-fluoro-4-(hydroxymethyl)-1H-indol-5-yl)oxy)pyridine-2-carbimidothioate